The molecule is the D-threo-diastereomer of isocitric acid. It is a conjugate acid of a D-threo-isocitrate(3-). It is an enantiomer of a L-threo-isocitric acid. C([C@@H]([C@H](C(=O)O)O)C(=O)O)C(=O)O